(2S)-2-{2-[2-(4-{2-Azatricyclo[10.4.0.04,9]hexadeca-1(12),4(9),5,7,13,15-hexaen-10-yn-2-yl}-4-oxobutanamido)acetamido]acetamido}-3-phenylpropanoic acid C1=2N(CC=3C=CC=CC3C#CC2C=CC=C1)C(CCC(=O)NCC(=O)NCC(=O)N[C@H](C(=O)O)CC1=CC=CC=C1)=O